tert-butyl 6-[[3-(trifluoromethylsulfinyl) phenyl] methylene]-2-azaspiro[3.3]heptane-2-carboxylate FC(S(=O)C=1C=C(C=CC1)C=C1CC2(CN(C2)C(=O)OC(C)(C)C)C1)(F)F